1-(3-((1-isobutyl-6-((5-methylthiazol-2-yl)amino)-1H-pyrrolo[3,2-c]pyridin-4-yl)oxy)-4-methylpyrrolidin-1-yl)prop-2-en-1-one C(C(C)C)N1C=CC=2C(=NC(=CC21)NC=2SC(=CN2)C)OC2CN(CC2C)C(C=C)=O